ClC=1C=C(C=CC1OC1=CC=CC=C1)NC(=O)NC1=CC=CC=C1 1-(3-chloro-4-phenoxyphenyl)-3-phenylurea